4-(benzo[d]thiazol-2-yl)-2,3,5,6-tetrakis(9H-pyrido[3,4-b]indol-9-yl)benzonitrile S1C(=NC2=C1C=CC=C2)C2=C(C(=C(C#N)C(=C2N2C1=C(C3=CC=CC=C23)C=CN=C1)N1C2=C(C3=CC=CC=C13)C=CN=C2)N2C1=C(C3=CC=CC=C23)C=CN=C1)N1C2=C(C3=CC=CC=C13)C=CN=C2